tert-butyl 5-(5-hydroxypentyl)-1-methyl-1H-pyrazole-4-carboxylate OCCCCCC1=C(C=NN1C)C(=O)OC(C)(C)C